1-[5-ethylsulfonyl-6-[5-oxo-2-(2,2,3,3-tetrafluoropropoxy)-7,8-dihydro-1,6-naphthyridin-6-yl]-3-pyridyl]cyclopropane-carbonitrile C(C)S(=O)(=O)C=1C=C(C=NC1N1C(C=2C=CC(=NC2CC1)OCC(C(F)F)(F)F)=O)C1(CC1)C#N